D-Leucinol N[C@H](CC(C)C)CO